Cl.C(C)(C)(C)OC([C@@H](N)C(C)C)=O valine tert-butyl ester HCl salt